CC1=C(O)C=C(C=C1O)O 2-methylphloroglucinol